tert-butyl 4-(3-(2-amino-4-(2-fluoro-4-(3-(4-fluorophenyl)-1-isopropyl-2,4-dioxo-1,2,3,4-tetrahydropyrimidine-5-carboxamido)phenoxy)pyridin-3-yl)propioloyl)piperazine-1-carboxylate NC1=NC=CC(=C1C#CC(=O)N1CCN(CC1)C(=O)OC(C)(C)C)OC1=C(C=C(C=C1)NC(=O)C=1C(N(C(N(C1)C(C)C)=O)C1=CC=C(C=C1)F)=O)F